N-octyl-octylpyridinium C(CCCCCCC)[N+]1=C(C=CC=C1)CCCCCCCC